FC(C(C(F)(F)F)(C(F)(F)F)OC=1C=C(C=CC1)[Mg]Br)(F)F (3-((1,1,1,3,3,3-hexafluoro-2-(trifluoromethyl)propan-2-yl)oxy)phenyl)magnesium bromide